C(C)(C)(C)OC(=O)N1C2CN(C(C1C2)=O)C 3-methyl-2-oxo-3,6-diazabicyclo[3.1.1]heptane-6-carboxylic acid tert-butyl ester